ethyl (4-chloro-2-hydroxy-5-(1-methylcyclopropyl)phenyl)glycinate ClC1=CC(=C(C=C1C1(CC1)C)NCC(=O)OCC)O